COC(C1=C(C=C(C=C1)N)N1CC(CC1)C)=O 4-amino-2-(3-methylpyrrolidin-1-yl)benzoic acid methyl ester